C1(CC1)C1=NC=NC(=C1C1=NC2=CC=CC(=C2C(=N1)OCC1=CC=C(C=C1)C=1N(C=C(N1)C(F)(F)F)C(C)C)F)OC 2-(4-cyclopropyl-6-methoxypyrimidin-5-yl)-5-fluoro-4-((4-(1-isopropyl-4-(trifluoromethyl)-1H-imidazol-2-yl)benzyl)oxy)quinazoline